2-(phenoxycarbonyl)-4-phenylpentanedioic acid O(C1=CC=CC=C1)C(=O)C(C(=O)O)CC(C(=O)O)C1=CC=CC=C1